C(CCCCCCCCC)[N+]1=CC=CC=C1 1-decylpyridinium